7-(pyrazol-1-yl)-4-(4,4,5,5-tetramethyl-1,3,2-dioxaborolan-2-yl)-1-{[2-(trimethylsilyl)ethoxy]-methyl}indazole N1(N=CC=C1)C=1C=CC(=C2C=NN(C12)COCC[Si](C)(C)C)B1OC(C(O1)(C)C)(C)C